N[C@@H]1CN(CCC1)C1=NN(CC2=CC=CC=C12)C1CCCCC1 (S)-4-(3-aminopiperidin-1-yl)-2-cyclohexylphthalazin